2-(2,2-diphenylethyl)benzo[d]thiazole C1(=CC=CC=C1)C(CC=1SC2=C(N1)C=CC=C2)C2=CC=CC=C2